(2S)-2-(2,5-dimethylpyridin-3-yl)-1-methylpyrrolidin-1-ium salicylate C(C=1C(O)=CC=CC1)(=O)[O-].CC1=NC=C(C=C1[C@H]1[NH+](CCC1)C)C